tert-butyl azetidine-3-yl(methyl)carbamate hydrochloride Cl.N1CC(C1)N(C(OC(C)(C)C)=O)C